ClC=1C=C(C=C2C(=C(C=NC12)C#N)NCC(C)(C)C)N[C@@H](C=1C(=NC(=CC1)F)C)C=1N=NN(C1C1CC1)C1CC1 (S)-8-chloro-6-(((1,5-dicyclopropyl-1H-1,2,3-triazol-4-yl)(6-fluoro-2-methylpyridin-3-yl)methyl)amino)-4-(neopentylamino)quinoline-3-carbonitrile